butyl(3,5-di-tert-butyl-4-hydroxybenzyl) malonate C(CC(=O)[O-])(=O)OC(C1=CC(=C(C(=C1)C(C)(C)C)O)C(C)(C)C)CCCC